(Z)-4-(4-(1-ethyl-1H-pyrazol-5-yl)-6-(trifluoromethyl)-1H-benzo[d]imidazol-1-yl)-3-fluoro-but-2-en-1-amine hydrochloride Cl.C(C)N1N=CC=C1C1=CC(=CC=2N(C=NC21)C/C(=C/CN)/F)C(F)(F)F